C(C1CO1)C(C(=O)O)CCCCC(C)(C)C.C(C1CO1)OC(CCCCCC(C)(C)C)=O neodecanoic acid glycidyl ester (glycidyl neodecanoate)